tert-Butyl 3-(1,4-dimethyl-1H-pyrazol-5-yl)-1,2,4-thiadiazol-5-ylcarbamate CN1N=CC(=C1C1=NSC(=N1)NC(OC(C)(C)C)=O)C